BrC=1C=C(OC2=CC(=C(C=C2F)S(=O)(=O)NC2=NC=NS2)F)C=C(C1)C(F)(F)F 4-[3-bromo-5-(trifluoromethyl)phenoxy]-2,5-difluoro-N-(1,2,4-thiadiazol-5-yl)benzene-1-sulfonamide